1,1,5-Trimethyl-1,2-dihydronaphthalene CC1(CC=CC2=C(C=CC=C12)C)C